C(C)C=1C(=C(C=CC1)O)F 3-Ethyl-2-fluoro-phenol